C(C1=CC=CC=C1)C1(CCN(CC1)C1=CN=NC(=C1)C1=C(C=CC=C1)O)C(=O)O 4-benzyl-1-[6-(2-hydroxyphenyl)pyridazin-4-yl]piperidine-4-carboxylic acid